C(C)N1N=C2C(=CC=C(C2=C1)N1CC2(CN(C2)C(=O)OC(C)(C)C)C1)C(NC=1C=C(C=2N(C1)C=C(N2)C)F)=O tert-butyl 6-[2-ethyl-7-({8-fluoro-2-methylimidazo[1,2-a]pyridin-6-yl}carbamoyl) indazol-4-yl]-2,6-diazaspiro[3.3]heptane-2-carboxylate